1-(2-iodophenyl)-(S)-1-methoxybutyl-(S)-2-bicyclo[2.2.1]heptanylcarbamate IC1=C(C=CC=C1)[C@]12[C@H](CC(CC1)C2)N(C([O-])=O)C(CCC)OC